(Z)-hex-3-en-1-yl acetate (Hexenyl-3-Cis-Acetate) C(=CCCCC)CC(=O)O.C(C)(=O)OCC\C=C/CC